FC(C1=C(C=NN1)C(=O)NC1=CC(=NC=C1)C(F)(F)F)(F)F 5-Trifluoromethyl-N-(2-trifluoromethylpyridin-4-yl)-1H-pyrazole-4-carboxamide